19-methylheneicosyl eicos-13-enoate C(CCCCCCCCCCCC=CCCCCCC)(=O)OCCCCCCCCCCCCCCCCCCC(CC)C